7,27-dihydroxycholesterol OC1[C@H]2[C@@H]3CC[C@H]([C@@H](CCCC(C)CO)C)[C@]3(CC[C@@H]2[C@]2(CC[C@@H](CC2=C1)O)C)C